C(C)(C)(C)OC(NC1=NC=CC(=C1)C=1C=C2C(=NNC2=C(C1)C#CC(C)(C)C)N)=O (4-(3-Amino-7-(3,3-dimethylbut-1-yn-1-yl)-1H-indazol-5-yl)pyridin-2-yl)carbamic acid tert-butyl ester